4,6-diethylamino-7-ethylaminocoumarin C(C)NC1=CC(OC2=CC(=C(C=C12)NCC)NCC)=O